8-(4-(1H-pyrazol-1-yl)-6-(1,2,4,5-tetrahydro-3H-benzo[d]azepin-3-yl)-1,3,5-triazin-2-yl)-2-oxa-5,8-diazaspiro[3.5]nonane N1(N=CC=C1)C1=NC(=NC(=N1)N1CCC2=C(CC1)C=CC=C2)N2CCNC1(COC1)C2